C1(=CC=CC=C1)C1(COCC1)C(=O)N1CC2=NN(C=C2C1)S(=O)(=O)C1=CC2=C(N=CS2)C=C1 6-{[5-(3-phenyloxolane-3-carbonyl)-2H,4H,5H,6H-pyrrolo[3,4-c]pyrazol-2-yl]sulfonyl}-1,3-benzothiazole